(S)-methyl 2-fluoro-3-(5-methylthiazol-2-yl)-5-((tetrahydrofuran-2-yl)methoxy)benzoate FC1=C(C(=O)OC)C=C(C=C1C=1SC(=CN1)C)OC[C@H]1OCCC1